1-(4-(3-Aminobenzo[d]isoxazol-4-yl)-3-chlorophenyl)-3-(3-(trifluoromethoxy)phenyl)urea NC1=NOC2=C1C(=CC=C2)C2=C(C=C(C=C2)NC(=O)NC2=CC(=CC=C2)OC(F)(F)F)Cl